3-(cyclopropylamino)azetidine-1-carboxylic acid tert-butyl ester C(C)(C)(C)OC(=O)N1CC(C1)NC1CC1